(1-(3-chloropyridin-2-yl)-3-methylcyclobutyl)methylamine ClC=1C(=NC=CC1)C1(CC(C1)C)CN